BrC=1C=CC(=C(C(=O)OC)C1)NC(CCC(=O)OCC)=O methyl 5-bromo-2-(4-ethoxy-4-oxobutanamido)benzoate